NC1=NC=2C=CC(=CC2C=2N1C=NN2)C(=O)N(C2CCC1=NC(=CC=C12)C(F)(F)F)CC1CC1 5-amino-N-(cyclopropylmethyl)-N-(2-(trifluoromethyl)-6,7-dihydro-5H-cyclopenta[b]pyridin-5-yl)-[1,2,4]triazolo[4,3-c]quinazoline-9-carboxamide